ClC=1C=CC(=NC1)C1(OC2=C(O1)C=CC=C2C=2N=NN(C2)CC=2N(C1=C(N2)C=CC(=C1)C(=O)OC)CCOC)C Methyl 2-[[4-[2-(5-chloro-2-pyridyl)-2-methyl-1,3-benzodioxol-4-yl]triazol-1-yl]methyl]-3-(2-methoxyethyl)benzimidazole-5-carboxylate